5-chloro-4-(4-hydroxy-1-piperidinyl)-2-(4-methylthiazol-5-yl)-1H-pyrimidin-6-one ClC1=C(N=C(NC1=O)C1=C(N=CS1)C)N1CCC(CC1)O